2-methylbenzene-1,2,3-triol CC1(C(C=CC=C1O)O)O